Dec-3-en-6-carboxamide CCC=CCC(CCCC)C(=O)N